(S)-8-chloro-8'-(difluoromethoxy)-9-fluoro-6'-(trifluoromethyl)-3,4-dihydro-1H,3'H-spiro[benzo[c]oxepine-5,2'-imidazo[1,2-a]pyridine] ClC=1C=CC2=C(COCC[C@]23N=C2N(C=C(C=C2OC(F)F)C(F)(F)F)C3)C1F